rac-(4S,5R)-3-(3,4-difluoro-2-(methylsulfanyl)phenyl)-4,5-dimethyl-5-(trifluoromethyl)-4,5-dihydrofuran-2-carboxylic acid ethyl ester C(C)OC(=O)C=1O[C@]([C@H](C1C1=C(C(=C(C=C1)F)F)SC)C)(C(F)(F)F)C |r|